FC1=CC=C(OCC2=C(N=C(S2)NC2=CC=C(C=C2)S(=O)(=O)C)C2=CC(=NC=C2)C)C=C1 ((4-fluorophenoxy)methyl)-4-(2-methylpyridin-4-yl)-N-(4-(methylsulfonyl)phenyl)thiazol-2-amine